3-methylindoline-1,3-dicarboxylic acid CC1(CN(C2=CC=CC=C12)C(=O)O)C(=O)O